CC1=CN=CC(=N1)N1CCC(CC1)CN1N=C(C=CC1=O)N1N=CN=C1 2-((1-(6-methylpyrazin-2-yl)piperidin-4-yl)methyl)-6-(1H-1,2,4-triazol-1-yl)pyridazin-3(2H)-one